BrC1=CN=C(C=C1C#N)C(F)(F)F 5-Bromo-2-(trifluoromethyl)isonicotinonitrile